N-(3-hydroxyphenyl)-5-(isoindolin-2-yl)-7-(1-methyl-1H-pyrazol-4-yl)pyrazolo[1,5-a]pyrimidine-2-carboxamide OC=1C=C(C=CC1)NC(=O)C1=NN2C(N=C(C=C2C=2C=NN(C2)C)N2CC3=CC=CC=C3C2)=C1